ClC1=CC=C(OCCC(C=2SC=CC2)N(C)C)C=C1 3-(4-chlorophenoxy)-1-(thiophen-2-yl)-N,N-dimethylpropylamine